N,N-di-n-butylammonium formate C(=O)[O-].C(CCC)[NH2+]CCCC